1-butyl-3-methylimidazolium perchlorate Cl(=O)(=O)(=O)[O-].C(CCC)N1C=[N+](C=C1)C